(1R,2R)-3-(2-([1,1'-biphenyl]-4-yl)acetamido)-1-((2R,3R,4S,6R)-4-acetoxy-3-(2-acetoxyacetamido)-6-hydroxy-6-(methoxycarbonyl)tetrahydro-2H-pyran-2-yl)propane-1,2-diyl diacetate C(C)(=O)O[C@H]([C@@H](CNC(CC1=CC=C(C=C1)C1=CC=CC=C1)=O)OC(C)=O)[C@@H]1O[C@](C[C@@H]([C@H]1NC(COC(C)=O)=O)OC(C)=O)(C(=O)OC)O